CC([C@H]1CC[C@H]2[C@@H]3CCC4CCCC[C@]4(C)[C@H]3CC[C@]12C)=O pregnan-20-one